(2r,3s)-3-((3-chloropropyl)sulphonamido)-2-methylazetidine-1-carboxylic acid tert-butyl ester C(C)(C)(C)OC(=O)N1[C@@H]([C@H](C1)NS(=O)(=O)CCCCl)C